N1(C=NC=C1)CCCNC(=O)N 3-(1H-imidazol-1-yl)propylurea